2-[1-(2-Chloro-5-methoxy-pyridin-4-yl)-azetidin-3-yl]-1-(4-methyl-2,3,5,7-tetrahydro-1-oxa-6,8-diaza-s-indacen-6-yl)-ethanone ClC1=NC=C(C(=C1)N1CC(C1)CC(=O)N1CC=2C(=C3CCOC3=NC2C1)C)OC